N-(3-(3-(2,6-dioxopiperidin-3-yl)benzofuran-5-yl)prop-2-yn-1-yl)-5-(8-(7-ethyl-1,3-dimethyl-2-oxo-1,2-dihydro-1,6-naphthyridin-5-yl)isoquinolin-3-yl)picolinamide O=C1NC(CCC1C1=COC2=C1C=C(C=C2)C#CCNC(C2=NC=C(C=C2)C=2N=CC1=C(C=CC=C1C2)C2=C1C=C(C(N(C1=CC(=N2)CC)C)=O)C)=O)=O